BrC=1C=CC(=NC1)OC1CCN(CC1)C(=O)C1=C(C=CC(=C1)F)NC(CCC1=CC=C(C=C1)C)=O N-(2-(4-((5-bromopyridin-2-yl)oxy)piperidine-1-carbonyl)-4-fluorophenyl)-3-(p-tolyl)propanamide